FC=1C=CC2=C(NC(CC(=C2O)C(=O)OC)=O)C1 methyl 8-fluoro-5-hydroxy-2-oxo-2,3-dihydro-1H-benzo[b]azepine-4-carboxylate